NCC(=O)N1[C@@H](CCC1)C(C(=O)NCP(OCC)(OCC)=O)O diethyl ((2-((S)-1-glycylpyrrolidin-2-yl)-2-hydroxyacetamido)methyl)phosphonate